(2R,5R*)-2-cyclopropyl-4-(4-methoxybenzyl)-5-methyl-2,3,4,5-tetrahydropyrido[2,3-f][1,4]oxazepin-7-ol C1(CC1)[C@H]1OC2=C([C@H](N(C1)CC1=CC=C(C=C1)OC)C)N=C(C=C2)O |o1:7|